C(N)(OC[C@H]1C[C@H](CCC1)NC1=C2CN(C(C2=CC=C1)=O)C1C(NC(CC1)=O)=O)=O (((1r,3s)-3-((2-(2,6-dioxopiperidin-3-yl)-1-oxoisoindolin-4-yl) amino) cyclohexyl) methyl) carbamate